4-amino-2-(2-(dimethylamino)ethyl)benzonitrile NC1=CC(=C(C#N)C=C1)CCN(C)C